4,6-dimethyl-3-hydroxybenzoic acid CC1=C(C=C(C(=O)O)C(=C1)C)O